C(C(C)N)N propylenedi-amine